O1COC2=C1C=CC=C2CNCC2=CC(=NC=C2)N2CC(CCC2)CC N-(1,3-benzodioxol-4-ylmethyl)-1-[2-(3-ethyl-1-piperidyl)-4-pyridyl]methanamin